C(C1=CC=CC=C1)OC1=C(C(OC12CCC(CC2)OC2CCN(CC2)C(=O)OC(C)(C)C)=O)C2=C(C=C(C=C2C)C)C tert-butyl 4-(((5s,8s)-4-(benzyloxy)-3-mesityl-2-oxo-1-oxaspiro[4.5]dec-3-en-8-yl)oxy)piperidine-1-carboxylate